[C@H]12C(C[C@H](CC1)C2)C2=CC=C(OC1=NC=C(C(=O)N)C=C1)C=C2 6-(4-((1S,4R)-bicyclo[2.2.1]heptan-2-yl)phenoxy)nicotinamide